NC1=NC=CC(=C1)C=1C=C2C(=NNC2=C(C1)C1=CC=C(C=C1)N(C)C)N 5-(2-Aminopyridin-4-yl)-7-(4-(dimethylamino)phenyl)-1H-indazol-3-amine